diphenyl[(diphenyltriazinyl)phenyl]dibenzofuran C1(=CC=CC=C1)C=1C(=C(C2=C(OC3=C2C=CC=C3)C1)C1=C(C=CC=C1)C1=NN=NC(=C1C1=CC=CC=C1)C1=CC=CC=C1)C1=CC=CC=C1